1-(4-(9-chloro-10-oxo-10H-chromeno[3,2-b]pyridin-4-yl)phenyl)piperidine-4-carbaldehyde ClC=1C=2C(C3=NC=CC(=C3OC2C=CC1)C1=CC=C(C=C1)N1CCC(CC1)C=O)=O